SC1C(C(=O)O)CCC(C1)C(=O)O 2,3,5,6-tetrahydromercaptoterephthalic acid